9,9',9''-(4-(2,3-bis(4,6-diphenyl-1,3,5-triazin-2-yl)phenyl)pyridine-2,3,6-triyl)tris(3,6-dimethyl-9H-carbazole) C1(=CC=CC=C1)C1=NC(=NC(=N1)C1=CC=CC=C1)C1=C(C=CC=C1C1=NC(=NC(=N1)C1=CC=CC=C1)C1=CC=CC=C1)C1=C(C(=NC(=C1)N1C2=CC=C(C=C2C=2C=C(C=CC12)C)C)N1C2=CC=C(C=C2C=2C=C(C=CC12)C)C)N1C2=CC=C(C=C2C=2C=C(C=CC12)C)C